5-(3-(1-methyl-1H-pyrazol-4-yl)pyrazolo[1,5-a]pyridin-5-yl)-N-((6-(4-methylpiperazin-1-yl)pyridin-3-yl)methyl)-7H-pyrrolo[2,3-d]pyrimidin-2-amine CN1N=CC(=C1)C=1C=NN2C1C=C(C=C2)C2=CNC=1N=C(N=CC12)NCC=1C=NC(=CC1)N1CCN(CC1)C